C(CCCCCCCC)N(CCN(CCOC(=O)C1CCN(CC1)C(CN(CCCCCCCCC)CCCCCCCCC)=O)CCCCCCCCC)CCCCCCCCC 2-((2-(Dinonylamino)ethyl)(nonyl)amino)ethyl-1-(dinonylglycyl)piperidine-4-carboxylate